N-[2-(3-chlorophenyl)-2-(cyanomethoxy)ethyl]-2-cyclopentyl-acetamide ClC=1C=C(C=CC1)C(CNC(CC1CCCC1)=O)OCC#N